BrC1=C(C2=C(N=C(N=C2Cl)C=2N(C=CN2)C)S1)C1=CC=CC=C1 6-bromo-4-chloro-2-(1-methyl-1H-imidazol-2-yl)-5-phenylthieno[2,3-d]pyrimidine